FC(C=1C=C(OC2=CC=C(C=C2)C2N(C(C=3NN=C(C32)C3=CC=CC=2NC(OC23)=O)=O)CC(C)(F)F)C=C(C1)C(F)(F)F)(F)F (-)-7-[4-{4-[3,5-Bis(trifluoromethyl)phenoxy]phenyl}-5-(2,2-difluoropropyl)-6-oxo-1,4,5,6-tetrahydropyrrolo[3,4-c]pyrazol-3-yl]-1,3-benzoxazol-2(3H)-on